C(#N)C=1N=C2N(CCNC2)C1N1CCN(CC1)C(=O)OCC1=CC=CC=C1 benzyl 4-(2-cyano-5,6,7,8-tetrahydroimidazo[1,2-a]pyrazin-3-yl)piperazine-1-carboxylate